CN1[C@@H](CCC1)CS(=O)(=O)OC Methyl (S)-(1-methylpyrrolidin-2-yl)methanesulfonate